C1(=CCCCC1)C=1C=CN=C2C=CC(=NC12)C=1C=C(C=CC1)S(=O)(=O)N 3-(8-(cyclohex-1-en-1-yl)-1,5-naphthyridin-2-yl)benzenesulfonamide